CN(C)CCOC=C vinyl dimethylaminoethyl ether